bis(7-(dodecanoyloxy)heptyl) 2,3-bis(((3-morpholinopropyl)carbamoyl)oxy)-succinate O1CCN(CC1)CCCNC(=O)OC(C(=O)OCCCCCCCOC(CCCCCCCCCCC)=O)C(C(=O)OCCCCCCCOC(CCCCCCCCCCC)=O)OC(NCCCN1CCOCC1)=O